(Z)-2-cyano-3-hydroxy-3-(5-methylisoxazol-4-yl)-N-(4-(pyrrolidin-1-yl-sulfonyl)phenyl)acryl-amide C(#N)/C(/C(=O)NC1=CC=C(C=C1)S(=O)(=O)N1CCCC1)=C(\C=1C=NOC1C)/O